NC=1C=2N(C3=CC(=C(C=C3N1)F)C(=O)N1[C@H](COCC1)C1=CC=C(C=C1)C(F)(F)F)C(=NC2)C (4-amino-7-fluoro-1-methyl-imidazo[1,5-a]quinoxalin-8-yl)-[(3S)-3-[4-(trifluoromethyl)phenyl]morpholin-4-yl]methanone